BrC1=CC=C(C=C1)C=1NC(SC1)N/N=C/C=1N=C(C=2N(C3=CC=CC=C3C2C1)CC1=CC=C(C=C1)F)C(C)C 4-(4-Bromophenyl)-2-(((E)-(9-(4-fluorobenzyl)-1-isopropyl-β-carbolin-3-yl)methylene)hydrazino)-2,3-dihydrothiazole